1-vinyl-3-ethylaminoimidazole bromine salt [Br].C(=C)N1CN(C=C1)NCC